7-(6-fluoro-5-methyl-1H-indazol-4-yl)-2-[(2S)-2-methoxypropoxy]quinoline FC1=C(C(=C2C=NNC2=C1)C1=CC=C2C=CC(=NC2=C1)OC[C@H](C)OC)C